4-amino-4'-methoxy-[1,1'-biphenyl]-3-ol NC1=C(C=C(C=C1)C1=CC=C(C=C1)OC)O